[13CH3]OC=1C=C2C=CNC2=CC1 5-(methoxy-13C)-1H-indole